N1N=CC=C1C1=CC=C(OC2=C(N=NN2)C(=O)O)C=C1 5-(4-(1H-pyrazol-5-yl)phenoxy)-1H-1,2,3-triazole-4-carboxylic acid